3-(4-(4-(2-(4-(4'-chloro-5'-oxo-5'H-spiro[cyclohexane-1,7'-indolo[1,2-a]quinazolin]-10'-yl)piperidin-1-yl)acetyl)piperazin-1-yl)-2,6-difluorophenyl)piperidine-2,6-dione ClC=1C=2C(N=C3N(C2C=CC1)C1=CC(=CC=C1C31CCCCC1)C1CCN(CC1)CC(=O)N1CCN(CC1)C1=CC(=C(C(=C1)F)C1C(NC(CC1)=O)=O)F)=O